glycerol di(mercaptoacetate) SCC(=O)OCC(OC(CS)=O)CO